COC=1C=C(C=CC1)C1=NN2C(=NC=3C=CC=CC3C2=N1)N[C@H]1C(NCCC1)=O (3R)-3-{[2-(3-methoxyphenyl)[1,2,4]triazolo[1,5-c]quinazolin-5-yl]amino}piperidin-2-one